NC1CN(CC1)C1=CC=C(CNC(=O)NC=2SC=C(N2)C(C)(C)C2=CC=C(C=C2)Br)C=C1 1-(4-(3-aminopyrrolidin-1-yl)benzyl)-3-(4-(2-(4-bromophenyl)propan-2-yl)thiazol-2-yl)urea